4-Methoxy-3-nitrophenol COC1=C(C=C(C=C1)O)[N+](=O)[O-]